2-[(6-chloro-2-benzo[d]thiazolyl)amino]-N-heptylacetamide ClC1=CC2=C(N=C(S2)NCC(=O)NCCCCCCC)C=C1